CN1C=NC(=C1)C1(NC(NC1=O)=O)CCC(=O)OC(C)(C)C tert-butyl 3-[4-(1-methylimidazol-4-yl)-2,5-dioxo-imidazolidin-4-yl]propanoate